Cl.NC=1C(=C(SC1C)C(=O)OC)C(=O)OC Dimethyl 4-amino-5-methylthiophene-2,3-dicarboxylate hydrochloride